C(C)(C)(C)OC(=O)N1CC2=C(CC1)N=C(S2)C=2C(=C(C=CC2)C2=C(C(=CC=C2)OCCCN2CC1C(C2)CC(C1)O)C)C 2-(3'-(3-(5-Hydroxyhexahydrocyclopenta[c]pyrrol-2(1H)-yl)propoxy)-2,2'-dimethyl-[1,1'-biphenyl]-3-yl)-6,7-dihydrothiazolo[5,4-c]pyridine-5(4H)-carboxylic acid tert-butyl ester